phosphinylphenyl-diphenylphosphine oxide [PH2](=O)C1=C(C=CC=C1)P(C1=CC=CC=C1)(C1=CC=CC=C1)=O